N-(4-(chlorodifluoromethoxy)phenyl)-1-(4-methoxybenzyl)-1'-methyl-2-oxo-4-(1H-pyrazol-5-yl)spiro[indoline-3,3'-pyrrolidine]-6-carboxamide ClC(OC1=CC=C(C=C1)NC(=O)C1=CC(=C2C(=C1)N(C(C21CN(CC1)C)=O)CC1=CC=C(C=C1)OC)C1=CC=NN1)(F)F